ClC1=C(C=C(C=C1)C1=CC=NC=2N1N=C(C2C2=NN1C=NC(=CC1=N2)C(F)(F)F)S(=O)(=O)CC)F 2-(7-(4-chloro-3-fluorophenyl)-2-(ethylsulfonyl)pyrazolo[1,5-a]pyrimidin-3-yl)-7-(trifluoromethyl)-[1,2,4]triazolo[1,5-c]pyrimidine